2-(2-methylbutanoyl)isoindoline-1,3-dione CC(C(=O)N1C(C2=CC=CC=C2C1=O)=O)CC